C(COCC(=O)[O-])(=O)[O-].[Li+].[Li+] lithium diglycolate